BrC=1C(=C(C(=O)OC)C(=C(C1)[N+](=O)[O-])F)OC Methyl 3-bromo-6-fluoro-2-methoxy-5-nitrobenzoate